1',3',5'-triphenyl-1'H-1,4'-bipyrazole C1(=CC=CC=C1)N1N=C(C(=C1C1=CC=CC=C1)N1N=CC=C1)C1=CC=CC=C1